COC(N[C@H](C(=O)NC=1C(N(C=CC1)CC=1NC2=C(C=C(C=C2C1)F)OCC1=C(C=C(C=C1)F)F)=O)CC\C=C\C(N1CCCC1)=O)=O Methyl-(S,E)-(1-((1-((7-((2,4-difluorobenzyl)oxy)-5-fluoro-1H-indol-2-yl)methyl)-2-oxo-1,2-dihydropyridin-3-yl)amino)-1,7-dioxo-7-(pyrrolidin-1-yl)hept-5-en-2-yl)carbamat